2-(4-Nitrophenyl)-N,N-dimethylaminosulfonyl-ethane [N+](=O)([O-])C1=CC=C(C=C1)CCS(=O)(=O)N(C)C